OC1CN(CC1)S(=O)(=O)C1=CC=C(C=C1)S(=O)(=O)N1C[C@@H](CCC1)C(=O)N1CCN(CC1)C1=NC(=NO1)C(C)C ((3R)-1-((4-((3-hydroxypyrrolidin-1-yl)sulfonyl)phenyl)sulfonyl)piperidin-3-yl)(4-(3-isopropyl-1,2,4-oxadiazol-5-yl)piperazin-1-yl)methanone